ClC=1C(=CC(=C(C1)N1C=CC=C1)[N+](=O)[O-])F 1-(5-chloro-4-fluoro-2-nitrophenyl)-1H-pyrrole